2-Methyl-1-((S)-1-phenyl-2-(pyridin-2-yl)ethylcarbamoyloxy)propyl isobutyrate C(C(C)C)(=O)OC(C(C)C)OC(N[C@@H](CC1=NC=CC=C1)C1=CC=CC=C1)=O